N1=C(C=CC=C1)C(CC(=O)C1=NC=CC=C1)=O 1,3-bis(2-pyridyl)-1,3-propanedione